nickel-copper carbon [C].[Cu].[Ni]